C(C)(C)(C)OC(=O)N1CCC(CC1)C(OC)C1=NC2=CC(=NC=C2C=C1)Cl 4-[(7-chloro-1,6-naphthyridin-2-yl)(methoxy)methyl]Piperidine-1-carboxylic acid tert-butyl ester